1-(11Z,14Z-eicosadienoyl)-2-(9Z-pentadecenoyl)-glycero-3-phosphocholine CCCCC/C=C\CCCCCCCC(=O)O[C@H](COC(=O)CCCCCCCCC/C=C\C/C=C\CCCCC)COP(=O)([O-])OCC[N+](C)(C)C